2-(2-deoxy-2-fluoro-beta-D-ribofuranosyl)-6,7,8,9-tetrahydro-2H-2,3,5,6-tetraazabenzo[cd]azulene F[C@H]1[C@@H](O[C@@H]([C@H]1O)CO)N1C=C2CCCNC=3C2=C1N=CN3